6-bromo-4,8-difluoro-2H-isoquinolin-1-one BrC=1C=C2C(=CNC(C2=C(C1)F)=O)F